C(=O)(O)N[C@@H](CCCNC(N)=N)C(=O)O carboxyarginin